(3S,4S)-8-(8-((8-aminoquinolin-4-yl)thio)imidazo[1,2-c]pyrimidin-5-yl)-3-methyl-2-oxa-8-azaspiro[4.5]decan-4-amine NC=1C=CC=C2C(=CC=NC12)SC=1C=2N(C(=NC1)N1CCC3([C@@H]([C@@H](OC3)C)N)CC1)C=CN2